N1=C(C=CC(=C1)NC(C1=CC=C(C=C1)OC)=O)C1=NC=CC=C1 N-([2,2'-bipyridin]-5-yl)-4-methoxybenzamide